(2R)-1-(1,3-benzodioxol-5-yl)-N-methylpropan-2-amine O1COC2=C1C=CC(=C2)C[C@@H](C)NC